ClC=1C=C(C=C(C1)F)C1=NC(=CC(=C1)CN1CCC(CC1)CNC(C)=O)OC=1C=NC(=NC1)N1CCN(CC1)C(C)CCS(=O)(=O)C N-((1-((2-(3-chloro-5-fluorophenyl)-6-((2-(4-(4-(methylsulfonyl)butan-2-yl)piperazin-1-yl)pyrimidin-5-yl)oxy)pyridin-4-yl)methyl)piperidin-4-yl)methyl)acetamide